C(#N)C=1C=CC(=NC1)NC(=O)N1C2CCC1CC=1C(=NC=CC12)F (±)-N-(5-Cyanopyridin-2-yl)-1-fluoro-6,7,8,9-tetrahydro-5H-5,8-epiminocyclohepta[c]pyridine-10-carboxamide